C(C)OC(=O)C1(CC1)O 1-hydroxycyclopropane-1-carboxylic acid ethyl ester